(S)-5-oxopyrrolidine-2-carboxylic acid O=C1CC[C@H](N1)C(=O)O